C1(CC1)[C@H](CCO)[C@H]1N(C(OC1)(C)C)C(=O)OC(C)(C)C tert-butyl (4R)-4-[(1S)-1-cyclopropyl-3-hydroxy-propyl]-2,2-dimethyl-oxazolidine-3-carboxylate